(trans-2,2-dichloro-3-(diethoxymethyl)cyclopropyl)benzene ClC1([C@H]([C@@H]1C(OCC)OCC)C1=CC=CC=C1)Cl